OC1=C(C(=CC=2C(C3=CC(=C(C(=C3C(C12)=O)OC)O)C=CC=CC(CCCCC)O)=O)O)OC 1,3,7-trihydroxy-6-(5-hydroxydeca-1,3-diene-1-yl)-2,8-dimethoxyanthracene-9,10-dione